The molecule is a phosphatidylcholine 36:3 in which the acyl groups at positions 1 and 2 are specified as hexadecanoyl and (5Z,8Z,11Z)-icosatrienoyl respectively. It derives from a hexadecanoic acid and a (5Z,8Z,11Z)-icosatrienoic acid. CCCCCCCCCCCCCCCC(=O)OC[C@H](COP(=O)([O-])OCC[N+](C)(C)C)OC(=O)CCC/C=C\\C/C=C\\C/C=C\\CCCCCCCC